1-(tetrahydro-2H-pyran-4-yl)piperidine-4-carbohydrazide O1CCC(CC1)N1CCC(CC1)C(=O)NN